C(C)(C)(C)OC(=O)N1CC(C1)C1=CC=C(C=C1)CC(F)(F)F 3-(4-(2,2,2-trifluoroethyl)phenyl)azetidine-1-carboxylic acid tert-butyl ester